O1CCC(CC1)C1=CC=2C(=NC=CC2C=2C=C3C(=NNC3=CC2)N)N1 5-(2-(Tetrahydro-2H-pyran-4-yl)-1H-pyrrolo[2,3-b]pyridin-4-yl)-1H-indazol-3-amine